COC1CC(C1)N1C=C(C=C1)C(=O)O 1-(3-methoxycyclobutyl)pyrrole-3-carboxylic acid